FC1=C2CN(CC2=CC=C1)C(=O)NC1=CC=C(C=C1)C=1CCN(CC1)C(C(=O)OC)=O methyl 2-(4-(4-(4-fluoroisoindoline-2-carboxamido) phenyl)-3,6-dihydropyridin-1(2H)-yl)-2-oxoacetate